The molecule is a methoxyflavone that is flavone substituted by methoxy groups at positions 5, 6, 7, 8, 3' and 5'. It derives from a flavone. COC1=CC(=CC(=C1)C2=CC(=O)C3=C(O2)C(=C(C(=C3OC)OC)OC)OC)OC